ClC1=CC=C(C=C1)CCNCC[C@]1(CCOC2(CCCC2)C1)C1=NC=CC=C1 [2-(4-chlorophenyl)ethyl]({2-[(9R)-9-(pyridin-2-yl)-6-oxaspiro[4.5]decan-9-yl]ethyl})amine